tert-butyl (R)-2-(3-hydroxy-2-methylpropyl)-2-((2-methylbenzo[d]thiazol-6-yl)methyl)hydrazine-1-carboxylate OC[C@@H](CN(NC(=O)OC(C)(C)C)CC1=CC2=C(N=C(S2)C)C=C1)C